4-(2-(trifluoromethyl)morpholino)benzene-1,2-diamine FC(C1OCCN(C1)C=1C=C(C(=CC1)N)N)(F)F